tert-butyl 4-((1-(6-(((1r,4r)-4-(3-chloro-4-cyano-2-methylphenoxy)cyclohexyl)carbamoyl)pyridazin-3-yl)piperidin-4-yl)methyl)piperazine-1-carboxylate ClC=1C(=C(OC2CCC(CC2)NC(=O)C2=CC=C(N=N2)N2CCC(CC2)CN2CCN(CC2)C(=O)OC(C)(C)C)C=CC1C#N)C